1-ethoxy-4-(tert-amyl)cyclohexane C(C)OC1CCC(CC1)C(C)(C)CC